dimethyl-aminohydroxypropyldiethylenetriamine CC(N(CCCO)N)(CNCCN)C